C(C)(C)(C)OC(=O)N1C=CC2=CC=CC(=C12)OC 1-(tert-butoxycarbonyl)-7-methoxy-1H-indol